2-chloro-5,8-dihydropyrido[3,4-d]Pyrimidine-7(6H)-carboxylic acid benzyl ester C(C1=CC=CC=C1)OC(=O)N1CC=2N=C(N=CC2CC1)Cl